The molecule is a delta-amino acid comprising pentanoic acid with an amino substituent at C-5; a methylene homologue of gamma-aminobutyric acid (GABA) that is a weak GABA agonist. It has a role as a human metabolite. It is a delta-amino acid and an omega-amino fatty acid. It derives from a valeric acid. It is a conjugate acid of a 5-aminopentanoate. It is a tautomer of a 5-aminopentanoic acid zwitterion. C(CCN)CC(=O)O